2-methyl-[1,2,4]triazolo[1,5-a]pyrazine-6-carboxylic acid CC1=NN2C(C=NC(=C2)C(=O)O)=N1